NCC1CCC(CC1)NC(=O)C1NC(C(C1C1=C(C(=CC=C1)Cl)F)(C#N)C1=C(C=C(C=C1)Cl)F)CC(C)(C)C N-[4-(aminomethyl)cyclohexyl]-3-(3-chloro-2-fluoro-phenyl)-4-(4-chloro-2-fluoro-phenyl)-4-cyano-5-(2,2-dimethylpropyl)pyrrolidine-2-carboxamide